2-(4-bromo-2-methyl-pyrazol-3-yl)-6-(cyclopropoxy)-4-(difluoromethoxy)benzonitrile BrC1=C(N(N=C1)C)C1=C(C#N)C(=CC(=C1)OC(F)F)OC1CC1